N-(3-(2,5-dichlorophenyl)-1-((2-((R)-4-isopropyl-2-oxoimidazolidin-1-yl)-2-(methylcarbamoyl)-2,3-dihydro-1H-inden-5-yl)amino)-1-oxopropan-2-yl)-1-methyl-1H-pyrazole-5-carboxamide ClC1=C(C=C(C=C1)Cl)CC(C(=O)NC=1C=C2CC(CC2=CC1)(C(NC)=O)N1C(N[C@@H](C1)C(C)C)=O)NC(=O)C1=CC=NN1C